3-(3-(1-Methylindazol-4-yl)phenyl)pyrazin-2-ol CN1N=CC2=C(C=CC=C12)C=1C=C(C=CC1)C=1C(=NC=CN1)O